phenyl-silane oxygen [O].C1(=CC=CC=C1)[SiH3]